BrC=1C=C(C=C(N)C1)[N+](=O)[O-] 5-bromo-3-nitroaniline